tert-butyl 3-((7-methoxy-4-(4-(2-(4-(trifluoromethyl)phenyl)acetamido)phenyl)quinazolin-6-yl)oxy)azetidin-1-carboxylate COC1=C(C=C2C(=NC=NC2=C1)C1=CC=C(C=C1)NC(CC1=CC=C(C=C1)C(F)(F)F)=O)OC1CN(C1)C(=O)OC(C)(C)C